(2-((2-((1H-indol-5-yl)amino)-5-chloropyrimidin-4-yl)amino)phenyl)dimethylphosphine oxide N1C=CC2=CC(=CC=C12)NC1=NC=C(C(=N1)NC1=C(C=CC=C1)P(C)(C)=O)Cl